4-(6-((4-(2-chlorophenyl)thiazol-2-yl)carbamoyl)pyridin-3-yl)-N-methylpiperazine-1-carboxamide ClC1=C(C=CC=C1)C=1N=C(SC1)NC(=O)C1=CC=C(C=N1)N1CCN(CC1)C(=O)NC